C(C)(=O)OCC1=C(C(=CC=C1CC1NC(CC2=CC(=C(C=C12)OCC1=CC=CC=C1)OC)([2H])[2H])OCC1=CC=CC=C1)OC 3-(benzyloxy)-6-((7-(benzyloxy)-6-methoxy-1,2,3,4-tetrahydroisoquinoline-1-yl-3,3-d2) Methyl)-2-methoxybenzyl acetate